6-fluoro-5-isopropyl-1H-indazol FC1=C(C=C2C=NNC2=C1)C(C)C